4-((3-(1-(5,8-dioxaspiro[3.4]octan-1-yl)-1H-pyrazol-4-yl)-2-methoxyphenyl)amino)-6-(cyclopropanecarboxamido)nicotinamide C1(CCC12OCCO2)N2N=CC(=C2)C=2C(=C(C=CC2)NC2=CC(=NC=C2C(=O)N)NC(=O)C2CC2)OC